(R)-3-(1-(4H-1,2,4-triazol-3-yl)propan-2-yl)aniline N=1N=C(NC1)C[C@@H](C)C=1C=C(N)C=CC1